N-(3-(dimethylamino)benzyl)-N-(3-methoxybenzyl)-2-((2-(2-(3-methoxyphenoxy)ethoxy)ethoxy)methyl)pyridin-4-amine CN(C=1C=C(CN(C2=CC(=NC=C2)COCCOCCOC2=CC(=CC=C2)OC)CC2=CC(=CC=C2)OC)C=CC1)C